FC=1C=CC=C2C=C(C(NC12)=O)NC1=NC(=NC=C1)NC=1C=NC(=CC1OC)N1CCN(CC1)C1COC1 8-fluoro-3-(2-{4-methoxy-6-[4-(3-oxetanyl)-1-piperazinyl]-3-pyridylamino}-4-pyrimidinylamino)-1,2-dihydro-2-quinolinone